CC(CC)[NH+](C(C)CC)C(C)CC tri-2-butylammonium